C(C)(=O)O[C@@H]1COCC[C@H]1NC1=NN2C(C=N1)=C(C=C2C2(CCC2)CC)F (3S,4R)-4-{[7-(1-ethylcyclobutyl)-5-fluoropyrrolo[2,1-f][1,2,4]triazin-2-yl]amino}oxan-3-yl acetate